BrC1=CC=C(C=C1)S(=O)(=O)/C=C/CNC(OC(C)(C)C)=O tert-butyl N-[(2E)-3-(4-bromobenzenesulfonyl)prop-2-en-1-yl]carbamate